ICCCCN1C(C(=CC=C1)C)=O 1-(4-iodobutyl)-3-methylpyridin-2(1H)-one